C(C)OC(=O)C1=C(N=C2N1N=C(C=C2)NCC)C2=C(C=CC=C2)F 6-(ethylamino)-2-(2-fluorophenyl)imidazo[1,2-b]pyridazine-3-carboxylic acid ethyl ester